C(C)(C)(C)C1=C(OCC2=NN(C3=CC=CC=C23)C(=O)OC(C)(C)C)C=C(C(=C1)S(=O)(=O)C)C tert-Butyl 3-[(2-tert-butyl-5-methyl-4-methylsulfonyl-phenoxy)methyl]indazole-1-carboxylate